O1CCC(CC1)CN1N=CC(=C1)N 1-[(tetrahydro-2H-pyran-4-yl)methyl]-1H-pyrazol-4-amine